FC=1C=C(C=CC1OC)C(CC(=O)O)C=1N(C(=CN1)CCCCC1=NC=2NCCCC2C=C1)C 3-(3-fluoro-4-methoxyphenyl)-3-(1-methyl-5-(4-(5,6,7,8-tetrahydro-1,8-naphthyridin-2-yl)butyl)-1H-imidazol-2-yl)propanoic acid